COC1=CC=C(C=N1)O 6-methoxy-pyridin-3-ol